BrC=1C=C(C=CC1)C#CC1CN(CCC1)C 3-((3-bromophenyl)ethynyl)-1-methylpiperidine